CC1(N(CCC1)CC(=O)NC=1C=C(C(=NC1)C)NC(=O)C=1C=C2C(=NC1)NC(=C2)C=2C=NN(C2)CCCOC)C N-(5-(2-(2,2-dimethylpyrrolidin-1-yl)acetamido)-2-methylpyridin-3-yl)-2-(1-(3-methoxypropyl)-1H-pyrazol-4-yl)-1H-pyrrolo[2,3-b]pyridine-5-carboxamide